C(C)(C)C1=NN(C(C2=CC=C(C=C12)C(F)(F)F)=O)CC(=O)N 2-(4-isopropyl-1-oxo-6-(trifluoromethyl)phthalazin-2(1H)-yl)acetamide